2-[(2S,5R)-2,5-dimethylpiperazin-1-yl]-6-fluoro-1,3-benzothiazole C[C@@H]1N(C[C@H](NC1)C)C=1SC2=C(N1)C=CC(=C2)F